Cl.N1C[C@H](CCC1)C1=NC=C(C2=C1C=CN2)C(=O)N (S)-4-(Piperidin-3-yl)-1H-pyrrolo[3,2-c]pyridine-7-carboxamide hydrochloride